COC(C1=CC=C(C=C1)N1CCC2(CC(C2)N2C(CCC2)C2=C(C=CC=C2)CC)CC1)=O 4-(2-(2-(2-ethylphenyl)pyrrolidin-1-yl)-7-azaspiro[3.5]non-7-yl)benzoic acid methyl ester